2-pentylnonan-1-ol C(CCCC)C(CO)CCCCCCC